tert-butyl 4-[4-(2,6-dibenzyloxy-3-pyridyl)-2,3-dihydro-1,4-benzoxazin-7-yl]-3,6-dihydro-2H-pyridine-1-carboxylate C(C1=CC=CC=C1)OC1=NC(=CC=C1N1CCOC2=C1C=CC(=C2)C=2CCN(CC2)C(=O)OC(C)(C)C)OCC2=CC=CC=C2